6-acetyl-2-[[5-[6-[[tert-butyl(dimethyl)silyl]oxymethyl]-3,3-dimethyl-1,4-dihydroisoquinolin-2-yl]-2-pyridyl]amino]-8-cyclopentyl-5-methyl-pyrido[2,3-d]pyrimidin-7-one C(C)(=O)C1=C(C2=C(N=C(N=C2)NC2=NC=C(C=C2)N2CC3=CC=C(C=C3CC2(C)C)CO[Si](C)(C)C(C)(C)C)N(C1=O)C1CCCC1)C